1,4-bis(1-tert-butylperoxy-1-methylethyl)benzene C(C)(C)(C)OOC(C)(C)C1=CC=C(C=C1)C(C)(OOC(C)(C)C)C